4-(4-chloro-5-cyanopyridin-3-yl)piperazine-1-carboxylic acid tert-butyl ester C(C)(C)(C)OC(=O)N1CCN(CC1)C=1C=NC=C(C1Cl)C#N